C(C)(C)(C)OC(NC=1C=C(C2=C(C=CB(O2)O)C1)C(F)(F)F)=O.C(#N)CC(=O)NC1=CC=C(C=C1)Cl 2-cyano-N-(4-chlorophenyl)acetamide tert-butyl-N-[2-hydroxy-8-(trifluoromethyl)-1,2-benzoxaborinin-6-yl]carbamate